C1(=CC=CC2=CC=CC=C12)C=1C=C2C=CC3=CC(=CC4=CC=C(C1)C2=C43)C4=CC=CC3=CC=CC=C43 Dinaphthyl-pyrene